2-[2-(difluoromethoxy)-6-fluorophenyl]-N-[(1r,3s)-3-{[2-(trifluoromethyl)quinolin-4-yl]amino}cyclohexyl]acetamide FC(OC1=C(C(=CC=C1)F)CC(=O)N[C@H]1C[C@H](CCC1)NC1=CC(=NC2=CC=CC=C12)C(F)(F)F)F